(1H-pyrrolo[3,2-c]pyridine-2-yl)methanamine hydrochloride Cl.N1C(=CC=2C=NC=CC21)CN